5-(4-(1-methyl-1H-pyrazol-4-yl)-7H-pyrrolo[2,3-d]pyrimidin-5-yl)-N-(pyridin-3-yl)pyrazolo[1,5-a]pyridine-3-carboxamide CN1N=CC(=C1)C=1C2=C(N=CN1)NC=C2C2=CC=1N(C=C2)N=CC1C(=O)NC=1C=NC=CC1